iodosylbenzene diacetate C(C)(=O)O.C(C)(=O)O.I(=O)C1=CC=CC=C1